tert-butyl-{4-cyano-6-[(2-methylphenyl) amino] pyrimidin-2-yl}-5-amino-1H-pyrazole-4-carboxylate C(C)(C)(C)OC(=O)C=1C=NN(C1N)C1=NC(=CC(=N1)C#N)NC1=C(C=CC=C1)C